N,N-dimethyl-4-(5-(4-(methylsulfonyl)phenyl)thiazolo[5,4-b]pyridin-2-yl)piperidine-1-carboxamide Phenyl-(2-cyano-6-fluorophenyl)carbamate C1(=CC=CC=C1)N(C(O)=O)C1=C(C=CC=C1F)C#N.CN(C(=O)N1CCC(CC1)C=1SC2=NC(=CC=C2N1)C1=CC=C(C=C1)S(=O)(=O)C)C